C(C)(=O)C=1C=C(C=C2C(N(C(=NC12)N1CC2=CC=C(C=C2C1)Cl)C)=O)C 8-acetyl-2-(5-chloro-1,3-dihydroisoindol-2-yl)-3,6-dimethylquinazolin-4-one